(R)-tert-butyl 4-(3-methyl-5-(10-methyl-8-oxo-9,10,11,12-tetrahydro-8H-[1,4]diazepino[5',6':4,5]thieno[3,2-f]quinolin-3-yl)pyridin-2-yl)piperazine-1-carboxylate CC=1C(=NC=C(C1)C1=NC=2C=CC3=C(C2C=C1)C1=C(S3)C(N[C@@H](CN1)C)=O)N1CCN(CC1)C(=O)OC(C)(C)C